1-(4-(((R)-1-cyanoethyl)amino)-5-(4-((1r,4R)-4-(2-hydroxyethyl)cyclohexyl)-1H-1,2,3-triazol-1-yl)pyridine-2-yl)-1H-pyrazolo[3,4-b]pyridine-5-carbonitrile C(#N)[C@@H](C)NC1=CC(=NC=C1N1N=NC(=C1)C1CCC(CC1)CCO)N1N=CC=2C1=NC=C(C2)C#N